4-[6-(4-chloro-2-hydroxy-6-methyl-phenyl)pyridazin-3-yl]-2,3-dihydro-1,4-benzoxazin-7-ol ClC1=CC(=C(C(=C1)C)C1=CC=C(N=N1)N1CCOC2=C1C=CC(=C2)O)O